(R)-3-Amino-α-methyl-5-(trifluoromethyl)benzenemethanamine NC=1C=C(C=C(C1)C(F)(F)F)[C@H](N)C